FC(OC1=CC=C(C=C1)C(C)=O)(F)F 1-(4-trifluoromethoxyphenyl)-ethanone